8-((4-(difluoromethoxy)phenyl)sulfonyl)-3-(piperidin-1-yl)-1-oxa-8-azaspiro[4.5]decane FC(OC1=CC=C(C=C1)S(=O)(=O)N1CCC2(CC(CO2)N2CCCCC2)CC1)F